BrC1=CSC2=C1N=C(N=C2C=2N=NN(C2)CC2=NC(=CC=C2)N2CC(C2)(F)F)N 7-bromo-4-(1-((6-(3,3-difluoroazetidin-1-yl)pyridin-2-yl)methyl)-1H-1,2,3-triazol-4-yl)thieno[3,2-d]pyrimidin-2-amine